C(#N)C1=CC=C(C2=CC=CC=C12)NC(C(C)(C)N1N=CC(=C1)C1CCN(CC1)C=1C=C2C(N(C(C2=CC1)=O)C1C(NC(CC1)=O)=O)=O)=O N-(4-cyanonaphthalen-1-yl)-2-(4-(1-(2-(2,6-dioxopiperidin-3-yl)-1,3-dioxoisoindolin-5-yl)piperidin-4-yl)-1H-pyrazol-1-yl)-2-methylpropanamide